4-(8-((S)-2-(4-chlorophenyl)-3-(isopropylamino)propionyl)-3,8-diazabicyclo[3.2.1]octan-3-yl)-5-methyl-5,8-dihydropteridin-7(6H)-one formate C(=O)O.ClC1=CC=C(C=C1)[C@H](C(=O)N1C2CN(CC1CC2)C2=NC=NC=1NC(CN(C21)C)=O)CNC(C)C